O=C1N(CC2=CC(=CC=C12)C1CCN(CC1)C[C@@H]1CC[C@H](CC1)C(F)(F)F)C1C(NC(CC1)=O)=O trans-3-(1-oxo-5-(1-((4-(trifluoromethyl)cyclohexyl)methyl)piperidin-4-yl)isoindolin-2-yl)piperidine-2,6-dione